C(C1=CC=CC=C1)N1C[C@@H]([C@@H](CC1)C)N(C=1C2=C(N=CN1)NC=C2)C N-[(3R,4R)-1-benzyl-4-methyl-3-piperidinyl]-N-methyl-7H-pyrrolo[2,3-d]pyrimidin-4-amine